Cl.C(C1=CC=CC=C1)N1CCC(CC1)CC1C(C2=CC(=C(C=C2C1)OC)OC)=O 1-benzyl-4-[(5,6-dimethoxy-1-indanone-2-yl)methyl]piperidine hydrochloride